Cis-5-Octen-1-Ol C(CCC\C=C/CC)O